OC1CCN(CC1)C(=O)C1C(C1)CCCCC1=CC=CC=C1 (4-Hydroxy-piperidin-1-yl)(2-(4-phenylbutyl)cyclopropyl)methanone